C[N+]=1NN=CC1 methyl-1,2,3-triazolium